FC=1C(=CC=2C3=C(NC(C2C1)=O)COC[C@@H]3N(C(=O)C=3C=C1N(N=CC=C1)C3)C)F (R)-N-(8,9-difluoro-6-oxo-1,4,5,6-tetrahydro-2H-pyrano[3,4-c]isoquinolin-1-yl)-N-methylpyrrolo[1,2-b]pyridazine-6-carboxamide